(R)-1-(2-fluoropyridin-3-yl)ethyl (4-(5-(6-(difluoro-methyl) nicotinamido) pyridin-2-yl)-1-methyl-1,2,3-triazol-5-yl)carbamate FC(C1=NC=C(C(=O)NC=2C=CC(=NC2)C=2N=NN(C2NC(O[C@H](C)C=2C(=NC=CC2)F)=O)C)C=C1)F